6-(propan-2-yl)-2-(pyridin-4-yl)-5,6-dihydro-7H-pyrrolo[3,4-d]pyrimidin-7-one CC(C)N1C(C=2N=C(N=CC2C1)C1=CC=NC=C1)=O